Cl.FC=1C=C(C=C(C1NC(=O)NN)F)S(=O)(=O)N(C1=C(N=CS1)C(=O)O)CC1=CC=C(C=C1)OC 5-[[3,5-difluoro-4-(hydrazinecarbonylamino)phenyl]sulfonyl-[(4-methoxyphenyl)methyl]amino]thiazole-4-carboxylic acid, hydrochloride